NC1=NC(=NC=2N1N=C(N2)C=2OC=CC2)NCCC2=CC=C(C=C2)NS(=O)(=O)C2=CC(=C(C(=C2)F)O)Cl N-(4-(2-((7-amino-2-(furan-2-yl)-[1,2,4]triazolo[1,5-a][1,3,5]triazin-5-yl)amino)ethyl)phenyl)-3-chloro-5-fluoro-4-hydroxybenzenesulfonamide